(3-chloro-6-(difluoromethyl)-2-fluorophenyl)-3-methylpyridazine-4-carboxylic acid ClC=1C(=C(C(=CC1)C(F)F)C=1C(=C(N=NC1)C)C(=O)O)F